C(C)N(\C=C(\C=O)/F)CC (Z)-3-(diethylamino)-2-fluoroprop-2-enal